[Co].[Li].COC1=C2C(C=C(OC2=C(C(=C1OC)OC)OC)C1=CC(=C(C=C1)OC)OC)=O 5,6,7,8,3',4'-hexamethoxyflavone lithium cobalt